2H,2''H-[1,2':4',1''-terpyridine]-2,2''-dione N1(C(C=CC=C1)=O)C1=NC=CC(=C1)N1C(C=CC=C1)=O